FC1=C2NC(C(=NC2=CC=C1CN1C[C@@H]2COCC3=C(N2CC1)C=CC(=N3)C(=O)NC)C)=O |r| (±)-3-((5-Fluoro-2-methyl-3-oxo-3,4-dihydroquinoxalin-6-yl)methyl)-N-methyl-1,2,3,4,4a,5-hexahydro-7H-pyrazino[2,1-c]pyrido[3,2-e][1,4]oxazepine-9-carboxamide